N-(3-(2-(3,8-diazabicyclo[3.2.1]octan-8-yl)-5-(2-{(2,2-dioxido-2-thiaspiro-[3.3]heptan-6-yl)amino}pyrimidin-4-yl)thiazol-4-yl)-2-fluorophenyl)-2,6-difluorobenzene-sulfonamide C12CNCC(CC1)N2C=2SC(=C(N2)C=2C(=C(C=CC2)NS(=O)(=O)C2=C(C=CC=C2F)F)F)C2=NC(=NC=C2)NC2CC1(CS(C1)(=O)=O)C2